[Na].CC=1OC(=CC1C(=O)NC1=NC(=NS1)CC(C)=O)C1=CC(=CC=C1)S(N)(=O)=O 2-methyl-5-(3-sulfamoylphenyl)-N-(3-(2-oxopropyl)-1,2,4-thiadiazol-5-yl)furan-3-carboxamide sodium